glycine-N-methyl amide hydrochloride Cl.CNC(CN)=O